(1r,3r)-3-(7H-pyrrolo[2,3-h][1,6]naphthyridin-9-yl)cyclobutane-1-carboxylic acid N1=CC=CC2=CN=C3C(=C12)C(=CN3)C3CC(C3)C(=O)O